N1=CC=CC2=CC=CC(=C12)OC(C)C=1OC=C(N1)C(=O)OCC ethyl 2-(1-(quinolin-8-yloxy)ethyl)oxazole-4-carboxylate